5-amino-8-bromo-7-(4-fluorophenyl)-2-((5-methyl-oxazol-4-yl)methyl)-[1,2,4]triazolo[4,3-c]pyrimidin-3(2H)-one NC1=NC(=C(C=2N1C(N(N2)CC=2N=COC2C)=O)Br)C2=CC=C(C=C2)F